O1CC(C1)C1=CC(=NO1)C(=O)NC1C[C@H]2CC[C@@H](C1)N2S(=O)(=O)CC2CCC(CC2)NCCCC(F)(F)F 5-(Oxetan-3-yl)-N-((1R,3R,5S)-8-((((1r,4R)-4-((4,4,4-trifluorobutyl)amino)cyclohexyl)methyl)sulfonyl)-8-azabicyclo[3.2.1]octan-3-yl)isoxazole-3-carboxamide